C(C)(C)(C)[Si](OCC1(CC1)C(=O)N(C)OC)(C)C 1-[[tert-butyl-(dimethyl)silyl]oxymethyl]-N-methoxy-N-methyl-cyclopropanecarboxamide